N-(3-chloro-2,4-difluorophenyl)-7-(1H-pyrazol-4-yl)-5-((2-(pyrimidin-2-yl)propan-2-yl)oxy)quinazolin-4-amine ClC=1C(=C(C=CC1F)NC1=NC=NC2=CC(=CC(=C12)OC(C)(C)C1=NC=CC=N1)C=1C=NNC1)F